C(C)N1C=C(C(C2=CC(=C(C(=C12)F)N1CC(NCC1)C)F)=O)C(C=CC1=CC=C(C=C1)[N+](=O)[O-])=O 1-ethyl-6,8-difluoro-7-(3-methylpiperazin-1-yl)-3-(4-nitrocinnamoyl)-quinolin-4(1H)-one